1-acetyl-piperidin C(C)(=O)N1CCCCC1